FC=1C=NC(=NC1)C=1C(=C(C=CC1)NC1=C(C=NC=C1)C(=O)NC([2H])([2H])[2H])OC 4-((3-(5-fluoropyrimidin-2-yl)-2-methoxyphenyl)amino)-N-(methyl-d3)pyridine-3-carboxamide